CC1(OB(OC1(C)C)C=1C=C2CCN(CC2=CC1)C(=O)OC(C)(C)C)C tert-butyl 6-(4,4,5,5-tetramethyl-1,3,2-dioxaborolan-2-yl)-3,4-dihydro-1H-isoquinoline-2-carboxylate